(4-chloro-7H-pyrrolo[2,3-d]pyrimidin-7-yl)(3,5-dichloro-4-hydroxyphenyl)methanone ClC=1C2=C(N=CN1)N(C=C2)C(=O)C2=CC(=C(C(=C2)Cl)O)Cl